ClC1=CC=C(C(=N1)C(=O)NS(=O)(=O)C)N[C@H](C)C=1C=C(C=C2C(N(C(=NC12)C1CCN(CC1)C1=NN(C=C1F)C)C)=O)C (R)-6-chloro-3-((1-(2-(1-(4-fluoro-1-methyl-1H-pyrazol-3-yl)piperidin-4-yl)-3,6-dimethyl-4-oxo-3,4-dihydroquinazolin-8-yl)ethyl)amino)-N-(methylsulfonyl)picolinamide